tert-butyl (3S,5S)-3-[(5-chlorohexanoyl)amino]-5-fluoropiperidine-1-carboxylate ClC(CCCC(=O)N[C@@H]1CN(C[C@H](C1)F)C(=O)OC(C)(C)C)C